1-(2-cyclopropylphenoxy)cyclopropane-1-carboxylic acid C1(CC1)C1=C(OC2(CC2)C(=O)O)C=CC=C1